C(#N)C1=NC(=NC(=C1)C)N1CCN(CC1)S(=O)(=O)C=1C=CC(=NC1)NC(C1=C(C=CC=C1)N(S(=O)(=O)C)C)=O N-(5-((4-(4-cyano-6-methylpyrimidin-2-yl)piperazin-1-yl)sulfonyl)pyridin-2-yl)-2-(N-methylmethylsulfonamido)benzamide